(R)-3-(isoquinolin-4-yl)-2-oxo-1-(3-(trifluoromethyl)bicyclo[1.1.1]pent-1-yl)imidazoline-4-carbonitrile C1=NC=C(C2=CC=CC=C12)N1C(N(C[C@@H]1C#N)C12CC(C1)(C2)C(F)(F)F)=O